α-hydroxyisobutyric acid OC(C(=O)O)(C)C